COC(C=C(CCC=C(C)C)C)=O methyl-3,7-di-methyl-2,6-octadienoate